C1(=CC=CC=C1)C(C)(O)[2H] 1-phenyl(1-2H)ethan-1-ol